1,7-dimethyl-2-oxo-1,2-dihydro-1,6-naphthyridine-8-carbonitrile CN1C(C=CC2=CN=C(C(=C12)C#N)C)=O